(2-fluoro-4-(methylthio)phenyl)methanol FC1=C(C=CC(=C1)SC)CO